C(C)(C)(C)OC(NC(C)C)=NC(C)C 2-Tert-butyl-1,3-diisopropylisourea